Cl.CNC=1C(NC(=CC1SC)C)=O 3-(methylamino)-6-methyl-4-(methylthio)pyridin-2(1H)-one hydrochloride